ClC1=C2C(=NN(C2=CC=C1)S(=O)(=O)C1=CC=C(C=C1)C(C)(F)F)N1C2(CC2)C[C@@H](C1)F 4-Chloro-1-[4-(1,1-difluoroethyl)phenyl]sulfonyl-3-[(6S)-6-fluoro-4-azaspiro[2.4]heptan-4-yl]indazole